NC1=C(C=CC=C1)C1C(=C(C=2N(C1=O)C1=C(N2)C=CC=C1)C#N)CC 2-(2-Aminophenyl)-4-cyano-3-ethyl-1-oxobenzo[4,5]imidazo[1,2-a]pyridin